(1-((1H-1,2,4-triazol-5-yl)sulfonyl)piperidin-4-yl)(4-(7-fluoroquinolin-4-yl)piperazin-1-yl)methanone N1N=CN=C1S(=O)(=O)N1CCC(CC1)C(=O)N1CCN(CC1)C1=CC=NC2=CC(=CC=C12)F